(R)-4-(2-(ethoxymethoxy)-4-(trifluoromethyl)phenyl)-N-(1-methylpiperidin-3-yl)phthalazine-1-Amine C(C)OCOC1=C(C=CC(=C1)C(F)(F)F)C1=NN=C(C2=CC=CC=C12)N[C@H]1CN(CCC1)C